5-(2,5-dimethyl-1,2,3,4-tetrahydroisoquinolin-7-yl)-3-((2-(3,3-dimethylbut-1-yn-1-yl)pyridin-4-yl)methoxy)pyrazin-2-amine CN1CC2=CC(=CC(=C2CC1)C)C=1N=C(C(=NC1)N)OCC1=CC(=NC=C1)C#CC(C)(C)C